N-cyclopropyl-6-fluoro-5-(piperazin-1-yl)pyridine-2-carboxamide C1(CC1)NC(=O)C1=NC(=C(C=C1)N1CCNCC1)F